COC1=CC=C(C=C1)NC(=O)N[C@H](C)C1=CC=CC2=CC=CC=C12 R-1-(4-methoxyphenyl)-3-(1-(naphthalen-1-yl)ethyl)urea